6-(5-(5-Amino-3-fluoropyrazin-2-yl)-1H-imidazol-2-yl)-2-(3-chloro-2-fluoro-6-(1H-tetrazol-1-yl)phenyl)-8-methyl-7,8-dihydropyrrolo[1,2-a]pyrimidin-4(6H)-one NC=1N=C(C(=NC1)C1=CN=C(N1)C1CC(C=2N1C(C=C(N2)C2=C(C(=CC=C2N2N=NN=C2)Cl)F)=O)C)F